C1(=CC=CC=C1)C=1SC=C(N1)C=1OC(=NN1)S(=O)(=O)C 2-(2-phenylthiazol-4-yl)-5-(methylsulfonyl)-1,3,4-oxadiazole